C1(=C(C=CC=C1)C1=CC(OC2=CC(=CC=C12)C(CC(=O)N1C[C@H](CCC1)C(=O)OCC)C)=O)C ethyl (3S)-1-[3-[4-(o-tolyl)-2-oxo-chromen-7-yl]butanoyl]piperidine-3-carboxylate